n-methyl-4-((4-(3-(4-((4-methylpiperazin-1-yl)methyl)-3-(trifluoromethyl)phenyl)ureido)-5,6,7,8-tetrahydronaphthalen-1-yl)oxy)pyridine-2-carboxamide CNC(=O)C1=NC=CC(=C1)OC1=CC=C(C=2CCCCC12)NC(=O)NC1=CC(=C(C=C1)CN1CCN(CC1)C)C(F)(F)F